(S)-1-(2-(5-bromothiophen-2-yl)ethyl)-3-((tert-butyldiphenylsilyl)oxy)pyrrolidin-2-one BrC1=CC=C(S1)CCN1C([C@H](CC1)O[Si](C1=CC=CC=C1)(C1=CC=CC=C1)C(C)(C)C)=O